C(C1=CC=CC=C1)(=O)OCCC(=O)O carboxyethyl benzoate